C(C(C)C)C=1C(=CC(=C(C1)N1CCN(CC1)CC=1N=NC=CC1)C=1N=NNN1)C 3-[[4-[5-isobutyl-4-methyl-2-(2H-tetrazol-5-yl)phenyl]piperazin-1-yl]-methyl]pyridazine